ClC1=CC=C(CNC(=O)NCCCCC2CCN(CC2)C(=O)C2CNC(C2)=O)C=C1 1-(4-chlorobenzyl)-3-(4-(1-(5-oxopyrrolidine-3-carbonyl)piperidin-4-yl)butyl)urea